CN(C)N1CCOCC1 (dimethylamino)morpholin